CC1=C(C=CC=2C(N(S(C21)(=O)=O)CC2=CC=C(C=C2)OC)=O)OC=2C=C(C#N)C=C(C2)F 3-((7-methyl-2-(4-methoxybenzyl)-1,1-dioxo-3-oxo-2,3-dihydrobenzo[d]isothiazol-6-yl)oxy)-5-fluorobenzonitrile